1,3-dimethoxy-2-methylbenzene COC1=C(C(=CC=C1)OC)C